COC1CCC(CC1)C(=O)C1C(C2=CC=C(C=C2C1=O)S(=O)(=O)C=1C=C2C(C(C(C2=CC1)=O)C(=O)C1CCC(CC1)OC)=O)=O 2-(4-methoxycyclohexanecarbonyl)-5-{[2-(4-methoxycyclohexanecarbonyl)-1,3-dioxo-2,3-dihydro-1H-inden-5-yl]sulfonyl}-2,3-dihydro-1H-indene-1,3-dione